CC=1OC(=CN1)C(=O)O 2-METHYL-1,3-OXAZOLE-5-CARBOXYLIC ACID